Platinum-titanium [Ti].[Pt]